S1C(=NC2=C1C=CC=C2)NC2=CC1=C(N(CCO1)C=1SC=C(N1)C(=O)O)C=C2 {7-[(1,3-benzothiazol-2-yl)amino]-3,4-dihydro-2H-1,4-benzoxazin-4-yl}-1,3-thiazole-4-carboxylic acid